5-(N-([1,1'-biphenyl]-4-ylmethyl)-[1,1'-biphenyl]-4-sulfonylamino)benzofuran-2-carboxylic acid C1(=CC=C(C=C1)CN(C=1C=CC2=C(C=C(O2)C(=O)O)C1)S(=O)(=O)C1=CC=C(C=C1)C1=CC=CC=C1)C1=CC=CC=C1